FC(CN1N=CC=2C1=NC(=CN2)N2CCC1(CN(C1)C1=NC(=NC(=C1)C)C(F)(F)F)CC2)F 7-[1-(2,2-difluoroethyl)-1H-pyrazolo[3,4-b]pyrazin-6-yl]-2-[6-methyl-2-(trifluoromethyl)pyrimidin-4-yl]-2,7-diazaspiro[3.5]nonane